C(C=C)OC1=CC2=CC=CC=C2C=C1 allyl-2-naphthyl ether